2,2-dimethyl-pentamethylenediamine CC(CN)(CCCN)C